ClC=1C(=C(NC=2C3=C(N=CN2)C=CC(=N3)N3[C@@H]2CN([C@H](C3)C2)C(=O)OC(C)(C)C)C=CC1OC[C@H]1OCCC1)F tert-butyl (1S,4S)-5-[4-[3-chloro-2-fluoro-4-[[(2S)-tetrahydrofuran-2-yl]methoxy]anilino]pyrido[3,2-d]pyrimidin-6-yl]-2,5-diazabicyclo[2.2.1]heptane-2-carboxylate